C1(=CC=CC=C1)C=1CCN(CC1)C(=O)C1=NOC(=N1)C1=C(C(=C(C(=C1)F)F)O)F (4-Phenyl-3,6-dihydropyridin-1(2H)-yl)(5-(2,4,5-trifluoro-3-hydroxyphenyl)-1,2,4-oxadiazol-3-yl)methanone